FC1=C(C=CC(=C1)F)C1=NOC(=N1)C1CCN(CC1)C(CC1=NC=NN1C)=O 1-(4-(3-(2,4-difluorophenyl)-1,2,4-oxadiazol-5-yl)piperidin-1-yl)-2-(1-methyl-1H-1,2,4-triazol-5-yl)ethan-1-one